(E)-3-((4-(tert-butyl)phenyl)sulfonyl)-1-phenylprop-2-en-1-one C(C)(C)(C)C1=CC=C(C=C1)S(=O)(=O)/C=C/C(=O)C1=CC=CC=C1